C(C)C(CSCCCCCCCCCCCN1CCCCCC1)CCCC 1-(11-((2-ethylhexyl)thio)undecyl)azepane